BrC=1N=NN(C1C(=O)O)CCC 4-bromo-1-propyl-1H-1,2,3-triazole-5-carboxylic acid